OC1=C(C=C(C=C1OC)/C=C/C=O)OC (E)-3-(4-hydroxy-3,5-dimethoxyphenyl)acrolein